NC1=C(C=C(C=N1)C1=CC=C(C=C1)C(=O)N1CC(NC(C1)C)C)OC(C)C1=CC(=CC=C1)C(F)(F)F (4-{6-amino-5-[1-(3-trifluoromethyl-phenyl)-ethoxy]-pyridin-3-yl}-phenyl)-(3,5-dimethyl-piperazin-1-yl)-methanone